4-chloro-2-ethyl-2,3-dihydro-1H-pyrrolo-[3,4-c]pyridin-1-one ClC1=NC=CC2=C1CN(C2=O)CC